O=C1NC(CC[C@@H]1N1CCC2=C(C=CC=C12)N1CCC(CC1)(O)CC(=O)OC(C)(C)C)=O tert-butyl 2-[1-[1-[(3S)-2,6-dioxo-3-piperidyl]indolin-4-yl]-4-hydroxy-4-piperidyl]acetate